CN1N=C(C2=CC(=CC=C12)NC=1C(N(C=CN1)C)=O)C 1,3-dimethyl-1H-indazol-5-ylamino-1-methylpyrazin-2(1H)-one